CC1(OB(OC1(C)C)C1=CC=C(C=C1)C1CC(C1)CN1CCC(CC1)O)C 1-[[3-[4-(4,4,5,5-tetramethyl-1,3,2-dioxaborolan-2-yl)phenyl]cyclobutyl]methyl]piperidin-4-ol